N-((3-nitro-4-(((3,4,5,6-tetrahydroxy-2H-pyran-2-yl)methyl)amino)phenyl)sulfonyl)benzamide [N+](=O)([O-])C=1C=C(C=CC1NCC1OC(=C(C(=C1O)O)O)O)S(=O)(=O)NC(C1=CC=CC=C1)=O